C(C1=CC=CC=C1)N(C(=O)NC1=CC(=CC=C1)C(F)(F)F)C1CCN(CC1)C(=O)OC(C)(C)C TERT-BUTYL 4-(1-BENZYL-3-(3-(TRIFLUOROMETHYL)PHENYL)UREIDO)PIPERIDINE-1-CARBOXYLATE